BrC1=NC=CC(=C1OC1=C(C=C(C=C1C)F)C)Br 2,4-dibromo-3-(4-fluoro-2,6-dimethylphenoxy)pyridine